Br.F[C@@H]1[C@H]([C@H](NC1)C(=O)OCC1=CC=CC=C1)OC (2S,3S,4S)-Benzyl 4-fluoro-3-methoxypyrrolidine-2-carboxylate hydrobromide